C(=O)(O)CCOCCOCCOCCC(=O)O 3-{2-[2-(2-carboxyethoxy)ethoxy]ethoxy}propanoic acid